N-(1-carbamoylcyclobutyl)carbamic acid tert-butyl ester C(C)(C)(C)OC(NC1(CCC1)C(N)=O)=O